FC1=C(C(=O)NCCS(=O)(=O)C)C=CC=C1 2-fluoro-N-(2-methanesulfonylethyl)benzamide